3-(4-(6,7-dihydro-5H-benzo[7]annulen-9-yl)benzyl)-1-(3-fluoropropyl)azetidine C1=CC=CC2=C1C(=CCCC2)C2=CC=C(CC1CN(C1)CCCF)C=C2